SN[C@@H](CC1=CNC=N1)C(=O)O sulfhydryl-histidine